2-(4-Bromophenyl)-11-methyl-11H-imidazo[1',2':1,2]pyrido[3,4-b]indole BrC1=CC=C(C=C1)C=1N=C2N(C=CC3=C2N(C2=CC=CC=C32)C)C1